4-amino-7-chloro-N,1-dimethyl-N-((6-(trifluoromethyl)-3-pyridazinyl)methyl)-1H-pyrazolo[4,3-c]quinoline-8-carboxamide NC1=NC=2C=C(C(=CC2C2=C1C=NN2C)C(=O)N(CC=2N=NC(=CC2)C(F)(F)F)C)Cl